pyrido[2,3-d]pyrimidine-2,4,7(1H,3H,8H)-trione N1C(NC(C2=C1NC(C=C2)=O)=O)=O